[N+](=O)([O-])C1=C(C=CC(=C1)[N+](=O)[O-])S(=O)(=O)N[C@H]1C[C@@H]2CC[C@H]1N2C(=O)OC(C)(C)C |o1:16,18,21| tert-butyl (1S,3S,4R)-rel-3-[(2,4-dinitrophenyl)sulfonylamino]-7-azabicyclo[2.2.1]heptane-7-carboxylate